OC1=CC2=C(SC(O2)=O)C=C1 6-(hydroxy)benzo[d][1,3]oxathiolan-2-one